Cl.Cl.FC1=C(C=CC(=C1)C1CNCCO1)C=1N=C2SC3=C(N2C1)C=CC(=C3)C(=O)NC3CCN(CC3)C (2-fluoro-4-(morpholin-2-yl)phenyl)-N-(1-methylpiperidin-4-yl)benzo[d]imidazo[2,1-b]thiazole-7-carboxamide dihydrochloride